N-(5-Bromo-2-(3-(dimethylamino)propoxy)phenyl)-3-chlorobenzenesulfonamide BrC=1C=CC(=C(C1)NS(=O)(=O)C1=CC(=CC=C1)Cl)OCCCN(C)C